C1=CC=C(C(=C1)NC2=NC(=NC(=N2)Cl)Cl)Cl Triazin